5-Fluoro-N-(2-fluoro-3-(methylsulfonyl)phenyl)-4-(7-nitro-1-toluenesulfonyl-1H-indol-3-yl)pyrimidin-2-amine FC=1C(=NC(=NC1)NC1=C(C(=CC=C1)S(=O)(=O)C)F)C1=CN(C2=C(C=CC=C12)[N+](=O)[O-])S(=O)(=O)CC1=CC=CC=C1